C1=CC=CC=2C3=CC=CC=C3C(C12)COC(=O)NS(=O)C1=C(OCCCCCN(C(OC(C)(C)C)=O)C2CCC(CC2)(F)F)C=C(C=C1)C tert-Butyl (5-(2-(((((9H-fluoren-9-yl)methoxy)carbonyl)amino)sulfinyl)-5-methylphenoxy)pentyl)(4,4-difluorocyclohexyl)carbamate